4-((2S,5R)-2,5-Dimethylpiperazin-1-yl)-2-methyl-1-(((S)-tetrahydrofuran-2-yl)methyl)-1H-[1,2,4]triazolo[3,4-b]purine Hydrochloride Cl.C[C@@H]1N(C[C@H](NC1)C)C=1C=2N=C(N(C2N2C(N1)=NN=C2)C[C@H]2OCCC2)C